2-[(2-methyl-1,3-benzoxazol-6-yl)methyl]-5-phenyl-1,2-dihydro-2,7-naphthyridin-1-one CC=1OC2=C(N1)C=CC(=C2)CN2C(C1=CN=CC(=C1C=C2)C2=CC=CC=C2)=O